OC1(CCC1)CN(C)CC1=CC(=C2CNC(C2=C1)=O)C(F)(F)F 6-((((1-Hydroxycyclobutyl)methyl)(methyl)amino)methyl)-4-(trifluoromethyl)isoindolin-1-one